(S)-N-(2-aminopropyl)-4-((3-(2,3-difluoro-4-methoxyphenyl)imidazo[1,2-a]pyrazin-8-yl)amino)-2-ethylbenzamide hydrochloride Cl.N[C@H](CNC(C1=C(C=C(C=C1)NC=1C=2N(C=CN1)C(=CN2)C2=C(C(=C(C=C2)OC)F)F)CC)=O)C